tert-Butyl 2-(3-acetyl-5-(2-methylpyrimidin-5-yl)-1H-pyrazolo[3,4-c]pyridin-1-yl)acetate C(C)(=O)C1=NN(C2=CN=C(C=C21)C=2C=NC(=NC2)C)CC(=O)OC(C)(C)C